(2-(dimethylamino)ethoxy)-4-chloro-3-(2-fluoro-6-hydroxyphenyl)-6,6a,7,8,9,10-hexahydro-12H-pyrazino[2,1-c]pyrido[3,4-f][1,4]oxazepin-12-one CN(CCOC1=NC(=C(C2=C1C(N1C(CO2)CNCC1)=O)Cl)C1=C(C=CC=C1O)F)C